C(CC)S(=O)(=O)Cl 1-propanesulfonyl chloride